C[SiH](OCC(C)(C)C)C dimethyl-2,2-dimethyl-propoxysilane